C(C)(=O)N[C@H](C(=O)O)C(C)(C)S (R)-2-acetamido-3-mercapto-3-methylbutanoic acid